3-(3-fluoro-4-(2,2,2-trifluoroethoxy)phenyl)-8-methoxy-2-(trifluoromethyl)-4H-pyrido[1,2-a]pyrimidin-4-one FC=1C=C(C=CC1OCC(F)(F)F)C1=C(N=C2N(C1=O)C=CC(=C2)OC)C(F)(F)F